oxa-5,8,11-triaza-pentadec-13-en-15-oic acid OCCCNCCNCCNCC=CC(=O)O